P(=O)(OCCOCCOCCOC)(OCCOCCOCCOC)F bis(2-(2-(2-methoxyethoxy)ethoxy)ethyl) monofluorophosphate